C(C)(C)(C)OC(=O)NC(C(=O)O)CCCOCCCC1=NC=2NCCCC2C=C1 2-((tert-butoxycarbonyl)amino)-5-(3-(5,6,7,8-tetrahydro-1,8-naphthyridin-2-yl)propoxy)pentanoic acid